((1R,5S,6R)-6-(cyclopropanecarbonyl)-3-azabicyclo[3.1.0]hex-3-yl)(5-isopropyl-1H-pyrazol-3-yl)methanone C1(CC1)C(=O)C1[C@H]2CN(C[C@@H]12)C(=O)C1=NNC(=C1)C(C)C